tert-butyl 3-bromoindole-1-carboxylate BrC1=CN(C2=CC=CC=C12)C(=O)OC(C)(C)C